BrC1=C(C(=O)Cl)C=CC(=C1)C(F)(F)F 2-bromo-4-(trifluoromethyl)benzoyl chloride